FC(C(=O)O)(F)F.C(#N)[C@]1(CC12CC2)C=2C=C1C=C(N=CC1=CC2)NC(CC2=CC=C(C=C2)C(C)(C)O)=O (S)-N-(6-(1-cyanospiro[2.2]pentan-1-yl)isoquinolin-3-yl)-2-(4-(2-hydroxypropan-2-yl)phenyl)acetamide, 2,2,2-trifluoroacetate salt